C1(=NC=CC2=CC=CC=C12)C(=O)NCC1=NOC(C1)(C(=O)OCC)CC1=C(C=CC=C1)C Ethyl 3-((isoquinoline-1-carboxamido)methyl)-5-(2-methylbenzyl)-4,5-dihydroisoxazole-5-carboxylate